C(C1=CC=CC=C1)OC[C@H]1OCC1 (S)-2-((benzyloxy)methyl)oxetane